C1=CC=C2C=CC=C3C2=C1C1=CC=2C=CC4=C5C=C6C(=CC5=CC=C4C2C=C13)C=1C=CC=C3C=2C=CC=CC2C=C6C31 Acenaphtho[1,2-b]acephenanthryleno[4,5-k]chrysene